Tert-butyl 5-[(3-fluoro-4-vinyl-phenyl)sulfonyl-[(4-methoxyphenyl)methyl]amino]thiazole-4-carboxylate FC=1C=C(C=CC1C=C)S(=O)(=O)N(C1=C(N=CS1)C(=O)OC(C)(C)C)CC1=CC=C(C=C1)OC